Tert-butyl 3-((4-(methoxycarbonyl)-3-(6-azaspiro[2.5]octan-6-yl)phenyl)sulfonyl)azetidine-1-carboxylate COC(=O)C1=C(C=C(C=C1)S(=O)(=O)C1CN(C1)C(=O)OC(C)(C)C)N1CCC2(CC2)CC1